Cl.CN(C=1SC2=NC(=CC=C2N1)C1=CC2=CN(N=C2C=C1)C)C1CCNCC1 N-methyl-5-(2-methyl-2H-indazol-5-yl)-N-(piperidin-4-yl)[1,3]thiazolo[5,4-b]pyridin-2-amine hydrochloride